NC1=C(C(=O)NC23CCC(CC2)(CC3)O)C=C(C=N1)C1=CC=C(C=C1)[C@@]13CN(C[C@H]3C1)C1CCOCC1 2-amino-N-(4-hydroxy-bicyclo-[2.2.2]-octan-1-yl)-5-(4-((1R,5S)-3-(tetrahydro-2H-pyran-4-yl)-3-azabicyclo[3.1.0]-hexan-1-yl)-phenyl)nicotinamide